1,6-dihydropyridazine-3-carboxylate N1N=C(C=CC1)C(=O)[O-]